NC=1C(=NC(=CN1)C1=NC=CC=C1C(F)(F)F)C(=O)NC1=NC=CC=C1N1CCC(CC1)(CO[Si](C)(C)C(C)(C)C)NC(OC(C)(C)C)=O tert-butyl (1-(2-(3-amino-6-(3-(trifluoromethyl)pyridin-2-yl)pyrazine-2-carboxamido)pyridin-3-yl)-4-(((tert-butyldimethylsilyl)oxy)methyl) piperidin-4-yl)carbamate